FC1=NC=CC(=C1)C1=CC=C2C(=N1)C(=NN2C2OCCCC2)C2=CC(=NC=C2)C (2-Fluoropyridin-4-yl)-3-(2-methylpyridin-4-yl)-1-(tetrahydro-2H-pyran-2-yl)-1H-pyrazolo[4,3-b]Pyridine